2-bromo-1-fluoro-3,5-dimethoxybenzene BrC1=C(C=C(C=C1OC)OC)F